O1CCC12CN(C2)C2=NN=C(S2)C=2C(=CC(=NC2)C2=CC=C1N2N=CC(=C1)C#N)NC(C)C 7-(5-(5-(1-oxa-6-azaspiro[3.3]hept-6-yl)-1,3,4-thiadiazol-2-yl)-4-(isopropylamino)pyridin-2-yl)pyrrolo[1,2-b]pyridazine-3-carbonitrile